CN(CCCNC(=NC(C(C)C)=O)NC1=NC2=CC=CC=C2C(=N1)C)C N-(((3-(dimethylamino)propyl)amino)((4-methylquinazolin-2-yl)amino)methylene)isobutyramide